P(=O)(O)(O)O.CC(=S)[C@H](O)[C@H](O)[C@H](O)CO methylthioribose phosphate